(S)-2-((2S,3R)-3-Amino-2-hydroxy-4-phenylbutanamido)-N-(9-(3-(7-(4-(2-hydroxyethyl)piperazin-1-yl)-2-methyl-3-phenylpyrazolo[1,5-a]pyrimidin-5-yl)phenyl)nonyl)-4-methylpentanamide N[C@@H]([C@@H](C(=O)N[C@H](C(=O)NCCCCCCCCCC1=CC(=CC=C1)C1=NC=2N(C(=C1)N1CCN(CC1)CCO)N=C(C2C2=CC=CC=C2)C)CC(C)C)O)CC2=CC=CC=C2